ClC1=CC=2N(C3=CC=CC=C3SC2C=C1)CCCCC#N 5-(2-chloro-10H-phenothiazin-10-yl)pentanenitrile